FC1=C(C=CC=C1C[C@@H]1N(C[C@@H]([C@@H]1NS(N(C)C)(=O)=O)F)C(=O)N(C)C)C1=CC(=CC=C1)F (2S,3R,4S)-2-[(2,3'-difluoro[1,1'-biphenyl]-3-yl)methyl]-3-[(dimethylsulfamoyl)-amino]-4-fluoro-N,N-dimethylpyrrolidine-1-carboxamide